NC1=NC=NN2C1=NC=C2C=2C=NN(C2)C=2C=C(C(=O)NC1=C(C(=CC=C1)Cl)F)C=CC2C 3-(4-(4-aminoimidazo[2,1-f][1,2,4]triazin-7-yl)-1H-pyrazol-1-yl)-N-(3-chloro-2-fluorophenyl)-4-methylbenzamide